N(=[N+]=[N-])C1=C(C=C(OC(C(=O)O)CC)C=C1F)F (4-azido-3,5-difluorophenoxy)butanoic acid